F[C@@H]1\C(\C[C@@]2(C[C@H](C[C@H]1N2)C)C)=C/C2=CN=C(N=N2)C2=C(C=C(C=C2)N2C=NC=C2)O 2-(6-((Z)-((1S,4R,5R,7S)-4-fluoro-1,7-dimethyl-9-azabicyclo[3.3.1]nonan-3-ylidene)methyl)-1,2,4-triazin-3-yl)-5-(1H-imidazol-1-yl)phenol